4-(4-(3,8-diazabicyclo[3.2.1]octan-3-yl)-5,8-difluoro-2-(((2R,7aS)-2-fluorotetrahydro-1H-pyrrolizin-7a(5H)-yl)methoxy)-6-methoxyquinazolin-7-yl)-5-fluoronaphthalen-2-ol hydrochloride Cl.C12CN(CC(CC1)N2)C2=NC(=NC1=C(C(=C(C(=C21)F)OC)C2=CC(=CC1=CC=CC(=C21)F)O)F)OC[C@]21CCCN1C[C@@H](C2)F